CC1=C(C=C2C(=N1)N(C(=N2)C)C2=CC=C(C=C2)OC)C(=O)O methyl-3-(4-methoxyphenyl)-2-methyl-3H-imidazo[4,5-b]pyridine-6-carboxylic acid